ClC1=C(C=C(C=C1N1CC2NC(C1)C2)C#N)NC2=NC=1N(C(=N2)NCC)N=CC1C#N 2-[(2-Chloro-5-cyano-3-{3,6-diazabicyclo[3.1.1]heptan-3-yl}phenyl)amino]-4-(ethylamino)pyrazolo[1,5-a][1,3,5]triazine-8-carbonitrile